FC1=C(C=C(C=C1)F)[C@@H]1N(OCC1)C1=CC(=NC=N1)NC=1C(=CC(=C(C1)NC(C=C)=O)N1C(=NC=C1)C)OC N-(5-((6-((R)-3-(2,5-difluorophenyl)isoxazolidine-2-yl)pyrimidine-4-yl)amino)-4-methoxy-2-(2-methyl-1H-imidazole-1-yl)phenyl)acrylamide